NC1=C(C(=NN1C1CCCC1)C1=CC=C(C=C1)CNC(C1=C(C=CC=C1)OC)=O)C(=O)O 5-Amino-1-cyclopentyl-3-[4-[[(2-methoxybenzoyl)amino]methyl]phenyl]pyrazole-4-carboxylic acid